6-[3-carbomethoxy-4-(trifluoromethoxy)benzylidene]-2-azaspiro[3.3]heptane-2-carboxylic acid tert-butyl ester C(C)(C)(C)OC(=O)N1CC2(C1)CC(C2)=CC2=CC(=C(C=C2)OC(F)(F)F)C(=O)OC